TERPINEN C12=C(C(CC(C1(C)C)C2)C2(C(=C1C(C(C2)C1)(C)C)C)C1C(=C2C(C(C1)C2)(C)C)C)C